C1(=CC=CC=C1)C1=CC=C(C=C1)C1=NC(=NC(=N1)C1=CC=C(C=C1)C1=CC=CC=C1)C1=C(C=C(C=C1)OCC(C)O)O [4,6-bis(4-phenylphenyl)-1,3,5-triazin-2-yl]-5-(2-Hydroxypropoxy)phenol